dimethyl-N,N'-dinitrosoterephthalamide CC=1C(=C(C(=O)NN=O)C=CC1C(=O)NN=O)C